COC1=CC=C(CC2(C(=O)NC3=CC(=C(C(=C3)OC)OC)OC)CC=C(C(=O)NCC3=CC=C(C=C3)C)C=C2)C=C1 1-(4-methoxybenzyl)-N4-(4-methylbenzyl)-N1-(3,4,5-trimethoxyphenyl)terephthalamide